1,4-di-tert-butyl 2-[1-(4-amino-2-chloropyridin-3-yl)-2,2,2-trifluoro-1-hydroxyethyl]butanedioate NC1=C(C(=NC=C1)Cl)C(C(F)(F)F)(O)C(C(=O)OC(C)(C)C)CC(=O)OC(C)(C)C